ClC1=CC=C2C(=NN(C2=C1C)C=1C=CC(=NC1)N1C[C@H]2C([C@H]2C1)C(=O)O)C=1C2=CN(N=C2C=CC1)C (1R,5S,6r)-3-(5-(6-chloro-2',7-dimethyl-1H,2'H-[3,4'-biindazol]-1-yl)pyridin-2-yl)-3-azabicyclo[3.1.0]hexane-6-carboxylic acid